(3-iodopyrazolo[1,5-a]pyridin-5-yl)methyl 4-methylbenzenesulfonate CC1=CC=C(C=C1)S(=O)(=O)OCC1=CC=2N(C=C1)N=CC2I